N-(4-(1,2,3-thiadiazol-4-yl)benzyl)propan-1-amine S1N=NC(=C1)C1=CC=C(CNCCC)C=C1